BrC=1C=C2N(N=CC(=C2N[C@H]2C[C@H](CC2)NC(OC(C)(C)C)=O)C(N)=NC2=C(C=CC(=C2)F)Cl)C1 tert-butyl [cis-3-[[6-bromo-3-[N'-(2-chloro-5-fluorophenyl)carbamimidoyl]pyrrolo[1,2-b]pyridazin-4-yl]amino]cyclopentyl]carbamate